Cl.Cl.Cl.O water, trishydrochloride